((2R)-2-fluorotetrahydro-1H-pyrrolizin-7a(5H)-yl)methanol F[C@@H]1CC2(CCCN2C1)CO